C(C(=C)C)(=O)OCCO[Si](C)(C)C 2-(Trimethylsilyloxy)ethyl methacrylate